n-methyl-4-[5-(trifluoromethyl)-1,2,4-oxadiazol-3-yl]thiophenylmethanamide CN(C=O)C1=CC=C(C=C1)SC1=NOC(=N1)C(F)(F)F